FC=1C=C(C=CC1OC1=C2C(=NC=C1)C=C(S2)C2=NC=C(C=C2)CNCCOC)NC(=O)C=2C(N(C(=CC2)C)C2=CC=CC=C2)=O N-(3-fluoro-4-{[2-(5-{[(2-methoxyethyl)amino]methyl}pyridin-2-yl)thieno[3,2-b]pyridine-7-yl]oxy}phenyl)-6-methyl-2-oxo-1-phenyl-1,2-dihydropyridine-3-carboxamide